C(C)C1(OC2=CC(=CC=C2C(C1)=O)C(F)(F)F)CC 2,2-diethyl-7-(trifluoromethyl)chroman-4-one